1-naphthyl(benzoxy-α,α-dimethylglycine) phosphorochloridate P(O)(O)(=O)Cl.C1(=CC=CC2=CC=CC=C12)N(C(C(=O)O)(C)C)OCC1=CC=CC=C1